FC(S(=O)(=O)[N-]S(=O)(=O)C(F)(F)F)(F)F.[Li+] lithium bis(trifluoromethylsulfonyl)amide